2-((1-ethyl-3-methyl-1H-pyrazol-4-yl)amino)pyrimidin C(C)N1N=C(C(=C1)NC1=NC=CC=N1)C